C(N)(O[C@H](CN1N=C(N=N1)C1=CC=C(C=C1)OC1=NC=C(C=C1)C1=CC=NN1)C(O[Si](C)(C)C(C)(C)C)C(C)(C)C)=O (R)-(tert-butyl 1-(5-(4-((5-(1H-pyrazol-5-yl) pyridin-2-yl) oxy) phenyl)-2H-tetrazol-2-yl)-3-((tert-butyldimethylsilyl) oxy) propan-2-yl) carbamate